O1CC(CCC1)N (2S)-tetrahydro-2H-pyran-3-amine